(S)-6-ethyl-N-((S)-1-(5-(2-methoxyquinolin-3-yl)-1H-imidazol-2-yl)-7-oxononyl)-6-azaspiro[2.5]octane-1-carboxamide C(C)N1CCC2(C[C@@H]2C(=O)N[C@@H](CCCCCC(CC)=O)C=2NC(=CN2)C=2C(=NC3=CC=CC=C3C2)OC)CC1